3-(5-{[(1R,3s,5S)-8-Azabicyclo[3.2.1]octan-3-yl](methyl)amino}[1,3]thiazolo[5,4-d][1,3]thiazol-2-yl)-6-(1H-pyrazol-4-yl)pyrimidin-4(3H)-on Hydrochlorid Cl.[C@H]12CC(C[C@H](CC1)N2)N(C=2SC1=C(N2)SC(=N1)N1C=NC(=CC1=O)C=1C=NNC1)C